N-((5-bromopyridin-2-yl)methyl)propan-2-amine BrC=1C=CC(=NC1)CNC(C)C